COC(C(C(C(C(F)(F)F)(F)F)(F)F)(F)F)(F)F perfluoroamyl methyl ether